4-(6-(4-((6-methoxypyridin-3-yl)methyl)piperazin-1-yl)pyridin-3-yl)-6-(1-(2-morpholinoethyl)-1H-pyrazol-4-yl)pyrazolo[1,5-a]pyrazine-3-carbonitrile COC1=CC=C(C=N1)CN1CCN(CC1)C1=CC=C(C=N1)C=1C=2N(C=C(N1)C=1C=NN(C1)CCN1CCOCC1)N=CC2C#N